ClC1=C(C(=C(C=C1OC)OC)Cl)C1=CC2=C(N=C(N=C2)N[C@H]2[C@H](COC2)NC(C=C)=O)C(=N1)N1CC(C1)(C)O N-((3R,4S)-4-((6-(2,6-dichloro-3,5-dimethoxyphenyl)-8-(3-hydroxy-3-meth-ylazetidin-1-yl)pyrido[3,4-d]pyrimidin-2-yl)amino)tetrahydrofuran-3-yl)acrylamide